(R)-1-(5-chloro-3-fluoro-pyridin-2-yl)-3-(hydroxymethyl)-4-(4-(trifluoromethyl)benzyl)-piperazine-2,5-dione ClC=1C=C(C(=NC1)N1C([C@H](N(C(C1)=O)CC1=CC=C(C=C1)C(F)(F)F)CO)=O)F